COC1=CC=C(C2=CC=CC=C12)C1CC(CC(C1)=O)=O 5-(4-methoxy-1-naphthyl)-1,3-cyclohexanedione